N-phenyl-1-(thiophen-2-yl)methanimine C1(=CC=CC=C1)N=CC=1SC=CC1